BrC1=C2C(=C(N=C1OC)C=1C=C3C=CN(C3=CC1)C)SC=C2 4-bromo-5-methoxy-7-(1-methylindol-5-yl)thieno[2,3-c]pyridine